O=C1NC(CCC1N1C(C2=CC=C(C=C2C1=O)N1CCN(CC1)CC1CCN(CC1)CC(=O)OC(C)(C)C)=O)=O tert-butyl 2-(4-((4-(2-(2,6-dioxopiperidin-3-yl)-1,3-dioxoisoindolin-5-yl)piperazin-1-yl)methyl)piperidin-1-yl)acetate